(P)-5-amino-1-(3-fluoropyridin-2-yl)-4-(3-hydroxy-2,6-dimethylphenyl)-1H-benzo[d]imidazole-6-carboxamide NC1=C(C2=C(N(C=N2)C2=NC=CC=C2F)C=C1C(=O)N)C1=C(C(=CC=C1C)O)C